N-methacryloyl-5-hydroxyhexahydrocyclopenta[C]pyrrole C(C(=C)C)(=O)N1CC2C(C1)CC(C2)O